(R)-4-((1-(3-(difluoromethyl)-2-fluorophenyl)ethyl)amino)-2-methylimidazo[1',2':1,6]pyrido[2,3-d]pyrimidine-6-carboxylic acid FC(C=1C(=C(C=CC1)[C@@H](C)NC=1C2=C(N=C(N1)C)N1C(C(=C2)C(=O)O)=NC=C1)F)F